C(C)(=O)[O-].C(C)[NH+]1C(CCC1)C 1-Ethyl-2-methylpyrrolidinium acetat